O[C@@H](C)C1=NC(=NO1)C=1C=C2CCC(C2=CC1)NC(=O)C=1C(=NN(C1)C)C N-(5-(5-((S)-1-hydroxyethyl)-1,2,4-oxadiazol-3-yl)-2,3-dihydro-1H-inden-1-yl)-1,3-dimethyl-1H-pyrazole-4-carboxamide